mandelic acid 3-hydroxy-phenylpropanoate OC=1C=C(C=CC1)OC(CC)=O.C(C(O)C1=CC=CC=C1)(=O)O